7-[(1R,3S,4R)-3-(benzyloxy)-4-[(benzyloxy)methyl]cyclopentyl]-N-[(2,4-dimethoxyphenyl)methyl]-5-(1-methyl-1H-pyrazol-3-yl)-7H-pyrrolo[2,3-d]pyrimidin-4-amine C(C1=CC=CC=C1)O[C@H]1C[C@@H](C[C@@H]1COCC1=CC=CC=C1)N1C=C(C2=C1N=CN=C2NCC2=C(C=C(C=C2)OC)OC)C2=NN(C=C2)C